C(CCCCCCCCCCCCC)N(C(CCC(=O)O)=O)CCCCCCCCCCCCCC N,N-dimyristyl-succinic acid monoamide